C(C1=CC=CC=C1)OC1=C(N(C=CC1=O)C[C@H](O)C1=CC2=CC=CC=C2C=C1)C (R)-3-(benzyloxy)-1-(2-(naphthalen-2-yl)-2-hydroxyethyl)-2-methylpyridin-4(1H)-one